cyclopentazolin N=1CCC=2C1C=CC2